COC(=O)[C@@H]1CCC2=NN(C(N21)=O)CC=2C=NC(=CC2)Cl Methyl-(5S)-2-[(6-chloropyridin-3-yl)methyl]-3-oxo-2,5,6,7-tetrahydro-3H-pyrrolo[2,1-c][1,2,4]triazole-5-carboxylate